1,3-difluoro-5-(4-propylcyclohexyl)benzene FC1=CC(=CC(=C1)C1CCC(CC1)CCC)F